C12(CC3CC(CC(C1)C3)C2)C=2C=C(C=CC2OC)N2C(CC(C3=CC(=C(C=C23)C)/C=C/C2=C(\C(\CC(C2)(C)C)=C\C#N)SC2=CC=CC=C2)C)(C)C (2E)-2-[3-[(E)-2-[1-[3-(1-adamantyl)-4-methoxy-phenyl]-2,2,4,7-tetramethyl-3,4-dihydroquinolin-6-yl]vinyl]-5,5-dimethyl-2-phenylsulfanyl-cyclohex-2-en-1-ylidene]acetonitrile